ClC1=CC=C2C=C(N=CC2=C1)C(=O)NC1=CC(=CC=C1)C(C)SC1=NN=CN1C 7-Chloro-N-(3-(1-((4-methyl-4H-1,2,4-triazol-3-yl)thio)ethyl)phenyl)isoquinoline-3-carboxamide